C(C)(CC)N=C=NC(C)CC N,N'-di-sec-butyl-carbodiimide